C(C)(C)(C)OC(=O)N(C1=C(C(=NC(=N1)N(C1C2CC3CC(CC1C3)(C2)O)C)C(=O)OCC)F)C2=NN(C(=C2)C)C(=O)OC(C)(C)C Cis-ethyl 6-{[(tert-butoxy)carbonyl](1-[(tert-butoxy)carbonyl]-5-methyl-1H-pyrazol-3-yl)amino}-5-fluoro-2-(methyl[5-hydroxyadamantan-2-yl]amino)pyrimidine-4-carboxylate